COC1=C(C(=CC=C1)OC)C1=CC=CC=C1 2',6'-dimethyl-Oxybiphenyl